methyl 4-[2-[(L)-3-oxoprop-1-enyl]phenoxy]benzoate O=CC=CC1=C(OC2=CC=C(C(=O)OC)C=C2)C=CC=C1